CP(=O)(C)C=1C=C(C=CC1)NC1=NC(=NC=C1C(F)(F)F)N[C@@H]1CNCCC1 N4-[3-(dimethylphosphoryl)phenyl]-N2-[(3S)-piperidin-3-yl]-5-(trifluoromethyl)pyrimidine-2,4-diamine